4-fluoro-1-[2-(5-methyl-2,4-dioxo-1,2,3,4-tetrahydropyrimidin-1-yl)acetyl]pyrrolidine-2-carboxamide FC1CC(N(C1)C(CN1C(NC(C(=C1)C)=O)=O)=O)C(=O)N